O=C1N(C2=C(SC1)C=CC=C2)CCC(=O)NC2=CC=C(C=C2)C=2C=NC=NC2 3-(3-OXO-2,3-DIHYDRO-4H-BENZO[B][1,4]THIAZIN-4-YL)-N-(4-(PYRIMIDIN-5-YL)PHENYL)PROPANAMIDE